4-(4-methoxyphenyl)-3-(phenylsulfonyl)quinoline COC1=CC=C(C=C1)C1=C(C=NC2=CC=CC=C12)S(=O)(=O)C1=CC=CC=C1